C(C)OC(=O)C=1NC2=CC(=CC(=C2C1)NC1=CC(=C(C=C1)F)OC)Cl 4-((4-fluoro-3-methoxyphenyl)amino)-6-chloro-1H-indole-2-carboxylic acid ethyl ester